(4-(1H-indazol-1-yl)pyrimidin-2-yl)-N4-(2-(dimethylamino)ethyl)-2-methoxy-N4-methyl-5-nitrobenzene-1,4-diamine N1(N=CC2=CC=CC=C12)C1=NC(=NC=C1)C=1C(=C(C=C(C1N(C)CCN(C)C)[N+](=O)[O-])N)OC